C=CC=CCCCCCCCCC(CCCCC)=O 13-Octadecadienal